C(=C)C1=C2NC=NC2=NC=N1 6-vinylpurine